OC1=CC(=NC=C1C)OCCOC 4-hydroxy-2-(2-methoxyethoxy)-5-methylpyridine